N1([C@@H]2[C@H](OCC1)COCC2)CCOC2=CC=1N(C=C2)C(=CN1)C1=CC(=NC=N1)NCC1=CC=C(C=C1)C=1C=NN(C1)C (6-{7-[(4aS,8aS)-2-(hexahydro-pyrano[3,4-b][1,4]oxazin-1-yl)-ethoxy]-imidazo[1,2-a]pyridin-3-yl}-pyrimidin-4-yl)-[4-(1-methyl-1H-pyrazol-4-yl)-benzyl]-amine